Propane-2-sulfonic acid {3-[6-amino-8-(6-iodo-2,3,3a,7a-tetrahydro-1H-inden-5-ylsulfanyl)-purin-9-yl]-propyl}-amide NC1=C2N=C(N(C2=NC=N1)CCCNS(=O)(=O)C(C)C)SC1=CC2CCCC2C=C1I